O1[C@@H](COCC1)CC1C2=C(C(NC1)=O)C(=C(N2)C2=NC(=NC=C2)SC)I 7-[(2R)-1,4-dioxan-2-ylmethyl]-3-iodo-2-[2-(methylsulfanyl)pyrimidin-4-yl]-1H,5H,6H,7H-pyrrolo[3,2-c]Pyridin-4-one